COC1=CC=C(CN(S(=O)(=O)C=2C=NN(C2)C(C(=O)OC)(C)C)CC2=CC=C(C=C2)OC)C=C1 methyl 2-(4-(N,N-bis(4-methoxy-benzyl)sulfamoyl)-1H-pyrazol-1-yl)-2-methylpropanoate